4-{3-fluoro-2'-methoxy-[2,3'-bipyridyl]-5-yl}-1-[2-fluoro-4-(trifluoromethyl)phenyl]-N-[2-(methylamino)ethyl]piperidine-4-carboxamide FC=1C(=NC=C(C1)C1(CCN(CC1)C1=C(C=C(C=C1)C(F)(F)F)F)C(=O)NCCNC)C=1C(=NC=CC1)OC